ClC=1C=CC2=C(N=C(C3=C(N2)C=CC=C3)N3CCN(CC3)C)C1 8-chloro-11-(4-methyl-1-piperazinyl)-5H-dibenzo[b,e][1,4]diazepine